7-(3-morpholinopropoxy)-quinazolin-4-amine O1CCN(CC1)CCCOC1=CC=C2C(=NC=NC2=C1)N